(3S)-1-[2-[4-(2-chloro-4-fluoro-phenyl)-2-oxo-chromen-7-yl]oxypropanoyl]piperidine ClC1=C(C=CC(=C1)F)C1=CC(OC2=CC(=CC=C12)OC(C(=O)N1CCCCC1)C)=O